BrC1=CC(=C(OCC2CCN(CC2)C2=NC=C(C=N2)OC)C=C1)F 2-(4-((4-bromo-2-fluorophenoxy)methyl)piperidin-1-yl)-5-methoxypyrimidine